(E)-1-methoxy-4-(3-Methoxybut-1-en-1-yl)benzene COC1=CC=C(C=C1)\C=C\C(C)OC